C(C)(C)(C)C1CC=2C(=NNC2CC1)C(=O)O 5-(tert-butyl)-4,5,6,7-tetrahydro-1H-indazole-3-carboxylic acid